CC1=C(CC=2C=C3C(=NNC3=CC2)N)C=C(C=C1)F 5-(2-methyl-5-fluorobenzyl)-1H-indazol-3-amine